(5'S,7a'R)-1-(2,2-difluoro-1-phenylethyl)-5'-(3,5-difluorophenyl)tetrahydro-3'H-spiro[piperidine-4,2'-pyrrolo[2,1-b]oxazol]-3'-one FC(C(C1=CC=CC=C1)N1CCC2(C(N3[C@H](O2)CC[C@H]3C3=CC(=CC(=C3)F)F)=O)CC1)F